N1=C(N=CC(=C1)[C@@H]1[C@@H](C1)C=1C=C(C(=C(C1)N1CC2(COC2)CC1)F)F)C1=NC=CC=N1 cis-6-(5-(2-([2,2'-bipyrimidin]-5-yl)cyclopropyl)-2,3-difluorophenyl)-2-oxa-6-azaspiro[3.4]octane